(+)-tert-butyl 3-[2-[3-(trifluoromethyl)pyrrolidin-1-yl]pyrimidin-5-yl]azetidine-1-carboxylate FC(C1CN(CC1)C1=NC=C(C=N1)C1CN(C1)C(=O)OC(C)(C)C)(F)F